tert-butyl (S)-(2-((3-bromo-5-(4-fluorobenzyl)pyridin-2-yl)oxy)-1-cyclohexylethyl)carbamate BrC=1C(=NC=C(C1)CC1=CC=C(C=C1)F)OC[C@H](C1CCCCC1)NC(OC(C)(C)C)=O